N[C@@H]1[C@@H](OCC12CCN(CC2)C=2C(=NC(=C(N2)C)SC2=C(C(=NC=C2)N(C)C)Cl)CO)C {3-[(3S,4S)-4-amino-3-methyl-2-oxa-8-azaspiro[4.5]decan-8-yl]-6-{[3-chloro-2-(dimethylamino)pyridin-4-yl]mercapto}-5-methylpyrazin-2-yl}methanol